4-(4-(pyrimidin-2-yloxy)phenyl)piperidin-1-ium chloride [Cl-].N1=C(N=CC=C1)OC1=CC=C(C=C1)C1CC[NH2+]CC1